C1(=CC=CC=C1)C=1NC(=C(N1)N)N 2-phenyl-1H-imidazole-4,5-diamine